3-(8-(Bis(4-methoxybenzyl)amino)-2-(bromomethyl)-5-(pyrimidin-4-yl)-[1,2,4]triazolo[1,5-a]pyrazin-6-yl)benzonitrile COC1=CC=C(CN(C=2C=3N(C(=C(N2)C=2C=C(C#N)C=CC2)C2=NC=NC=C2)N=C(N3)CBr)CC3=CC=C(C=C3)OC)C=C1